3-cyano-6-(piperidin-1-yl)pyrazolo[1,5-a]pyridin-4-yl trifluoromethanesulfonate FC(S(=O)(=O)OC=1C=2N(C=C(C1)N1CCCCC1)N=CC2C#N)(F)F